(1-(6-chloro-1-(3-(methylsulfonyl)phenyl)-1H-indazol-3-yl)ethyl)-3-(1-methyl-1H-pyrazol-4-yl)-1H-pyrazolo[3,4-d]pyrimidin-4-amine ClC1=CC=C2C(=NN(C2=C1)C1=CC(=CC=C1)S(=O)(=O)C)C(C)N1N=C(C=2C1=NC=NC2N)C=2C=NN(C2)C